OC(C#CC=1C=C(C=NC1)C(=O)OC)(C)C methyl 5-(3-hydroxy-3-methyl-but-1-ynyl)pyridine-3-carboxylate